CC1(C2=CC=CC=C2C(C=2C(C=CC(C12)=O)=O)(C)C)C 9,9,10,10-tetramethyl-9,10-dihydroanthracene-1,4-dione